TRIFLUOROMETHYL-OXADIAZOLE tert-butyl-2-(2-fluoro-4-(trifluoromethyl)phenyl)-5,5-dimethyl-3-oxopiperidine-1-carboxylate C(C)(C)(C)OC(=O)N1C(C(CC(C1)(C)C)=O)C1=C(C=C(C=C1)C(F)(F)F)F.FC(F)(F)C=1N=NOC1